C(C1=CC=CC=C1)OC=1C(=C(C=2C[C@@H](C=C(C2C1)C)NC(=O)OC(C)(C)C)F)N(C(C(F)(F)F)=O)CC(=O)OC methyl [{(7S)-3-(benzyloxy)-7-[(tert-butoxycarbonyl)amino]-1-fluoro-5-methyl-7,8-dihydronaphthalen-2-yl}(trifluoroacetyl)amino]acetate